((2-(piperazin-1-yl)ethyl)(propyl)amino)-5,6,7,8-tetrahydronaphthalen-1-ol N1(CCNCC1)CCN(CCC)C1=C(C=2CCCCC2C=C1)O